C(CCCCCCCCCCCC=CCCCC)(=O)O 13-octadecenoic acid